CN1C(C2=C(C(=C1)C1=C(C=CC(=C1)S(=O)(=O)C)OC1COCC1)C=CN2)=O 6-methyl-4-[5-(methylsulfonyl)-2-(tetrahydrofuran-3-yloxy)phenyl]-1,6-dihydro-7H-pyrrolo[2,3-c]pyridin-7-one